Tert-butyl 3-hydrazinopropionate N(N)CCC(=O)OC(C)(C)C